CC(C=C)(C\C=C\C(=C)C)O (E)-3,7-Dimethyl-1,5,7-Octatrien-3-Ol